Methyl (5Z,8Z,11Z)-14-hydroxytetradeca-5,8,11-trienoate OCC\C=C/C\C=C/C\C=C/CCCC(=O)OC